3-((3-iodo-5-(trifluoromethyl)phenyl)methoxy)-2-phenyl-piperidine IC=1C=C(C=C(C1)C(F)(F)F)COC1C(NCCC1)C1=CC=CC=C1